5-(5,5-difluoro-4-hydroxy-3-(thiophen-2-yl)-5,6-dihydro-cyclopenta[b]pyrrol-1(4H)-yl)-2-fluorobenzonitrile FC1(C(C2=C(N(C=C2C=2SC=CC2)C=2C=CC(=C(C#N)C2)F)C1)O)F